C1(=CC=CC2=CC=CC=C12)C=1C2=CC=CC=C2C(=C2C=CC=CC12)C1=CC=C(C=C1)C1=CC2=CC=CC=C2C=C1 9-(1-naphthyl)-10-[4-(2-naphthyl)phenyl]-anthracene